7-(3-fluoro-4-(methylcarbamoyl)benzyl)-2,3-dihydrofuro[3,2-b]pyridine-5-carboxylic acid FC=1C=C(CC2=C3C(=NC(=C2)C(=O)O)CCO3)C=CC1C(NC)=O